succinimidylglutaramide C1(CCC(N1C(C(=O)N)CCC(=O)N)=O)=O